BrC1=CC=C2C(=CNC2=C1)S(=O)(=O)NC1=NC=C(C(=N1)OC)OC(F)F 6-bromo-N-[5-(difluoromethoxy)-4-methoxy-pyrimidin-2-yl]-1H-indole-3-sulfonamide